2-benzyl-5-methyl-3-(2-methylbenzyl)-3,4-dihydroisoquinoline C(C1=CC=CC=C1)N1CC2=CC=CC(=C2CC1CC1=C(C=CC=C1)C)C